C1(CCC1)C1=C(C=C(C(=C1)I)C)N(C(C#CC)=O)C1=CC=C2C(=N1)C(N(C2)C)=O N-(2-cyclobutyl-4-iodo-5-methylphenyl)-N-{6-methyl-7-oxo-5H-pyrrolo[3,4-b]pyridin-2-yl}but-2-ynamide